C1(=CC=CC=C1)C(CC1N2CCC(C1)CC2)C2=CC=CC=C2 2-(2,2-diphenylethyl)-1-azabicyclo[2.2.2]octane